2-(6-(2-((E)-3-(Pyridin-3-yl)acrylamido)ethyl)-3-azabicyclo[3.1.0]hexan-3-yl)pyrimidin-5-carboxamid N1=CC(=CC=C1)/C=C/C(=O)NCCC1C2CN(CC12)C1=NC=C(C=N1)C(=O)N